CN1N=CC2=CC=C(C=C12)C=1C2=C(NN1)C1=C(C2)SC(=C1)C=1C=NC(=NC1)C(=O)N1CCOCC1 (5-(3-(1-methyl-1H-indazol-6-yl)-1,4-dihydrothieno[2',3':4,5]cyclopenta[1,2-c]pyrazol-6-yl)pyrimidin-2-yl)(morpholino)methanone